P(OCCCCCCCC\C=C/CCCCCCCC)(OCCCCCCCC\C=C/CCCCCCCC)O di-oleyl hydrogen phosphite